3-(3-((1-(3-(2-aminopyrimidin-5-yl)-7-methyl-4-(methyl-d3)-5-oxo-4,5-dihydroimidazo[1,5-a]quinazolin-9-yl)ethyl)amino)-6-chloropyridin-2-yl)-1,2,4-oxadiazol-5(4H)-one NC1=NC=C(C=N1)C=1N=CN2C1N(C(C1=CC(=CC(=C21)C(C)NC=2C(=NC(=CC2)Cl)C2=NOC(N2)=O)C)=O)C([2H])([2H])[2H]